N-[2-(difluoromethyl)-6-(4-isopropylpiperazin-1-yl)phenyl]-4-{5-[(1S,2S)-2-fluorocyclopropyl]-1,2,4-oxadiazol-3-yl}-4-methylpiperidine-1-carboxamide FC(C1=C(C(=CC=C1)N1CCN(CC1)C(C)C)NC(=O)N1CCC(CC1)(C)C1=NOC(=N1)[C@H]1[C@H](C1)F)F